C(C)(=O)C1=CC=C(C=C1)N1CN2N(CC=C3C2C=2C=CC(=CC2OC3(C)C)N3CCN(CC3)C(C)=O)C1 2-(4-acetylphenyl)-10-(4-acetylpiperazin-1-yl)-7,7-dimethyl-5,12b-dihydro-1H,7H-chromeno[4,3-c][1,2,4]triazolo[1,2-a]Pyridazine